O1CC(C1)N1CCC(CC1)N(C(O)=O)C=1N=CC2=C(C(=C(C=C2C1)C1=C(C2=C(OCCN2)N=C1)C)F)N.BrC(CBr)C1=CC=CC=C1 1,2-dibromoethyl-benzene 1-(Oxetan-3-yl)piperidin-4-yl-(8-amino-7-fluoro-6-(8-methyl-2,3-dihydro-1H-pyrido[2,3-b][1,4]oxazin-7-yl)isoquinolin-3-yl)carbamate